CC1(OC[C@@H](O1)[C@@H]1[C@@H]([C@@H]2[C@@H](OC(O2)(C)C)O1)OCC(=O)NCCCCCOC1=CC2=CC=CC=C2C=C1)C 2-(((3AR,5R,6S,6aR)-5-((R)-2,2-dimethyl-1,3-dioxolan-4-yl)-2,2-dimethyltetrahydrofurano[2,3-d][1,3]dioxol-6-yl)oxy)-N-(5-(naphthalen-2-yloxy)pentyl)acetamide